C(C)(=O)OC1(CCC(C1)O)N1CC2=CC=CC=C2CC1 (3,4-dihydroisoquinolin-2(1H)-yl)-4-hydroxycyclopentyl acetate